C(#N)C1=CC=C(C=C1)C(C(=O)OC)C(=O)C1CC1 methyl 2-(4-cyanophenyl)-3-cyclopropyl-3-oxopropanoate